C1(=CC=CC2=CC=CC=C12)[C@@H](C)N1CCC(CC1)N(C(=O)C1CCCCC1)CC(=O)NCC(=O)NC/C=C/C(=O)OC methyl (R,E)-4-(2-(2-(N-(1-(1-(naphthalen-1-yl)ethyl)piperidin-4-yl)cyclohexanecarboxamido)acetamido)acetamido)but-2-enoate